methyl 3-chloro-4-hydroxy-5-mercaptobenzoate ClC=1C=C(C(=O)OC)C=C(C1O)S